Cl.CNCC1=CC=C2CN(C(C2=C1)=O)C1C(NC(CC1)=O)=O 3-(6-((methylamino)methyl)-1-oxoisoindolin-2-yl)piperidine-2,6-dione hydrochloride